C(C)(=O)N1[C@H](C[C@H](C2=CC(=CC=C12)C1=CC(=CC=C1)N)NC(OC(C)C)=O)C Isopropyl ((2S,4R)-1-acetyl-6-(3-aminophenyl)-2-methyl-1,2,3,4-tetrahydroquinolin-4-yl)carbamate